3-chloro-4-fluorobenzeneboronic acid ClC=1C=C(C=CC1F)B(O)O